CSC(C(=O)N1C(CCCC1)C=1N(C=C(N1)C1=CC=C(C=C1)C)C(C(C)SC)=O)C 2-(methylsulfanyl)-1-(2-(1-(2-(methylsulfanyl)propionyl)-4-(p-tolyl)-1H-imidazol-2-yl)piperidin-1-yl)propan-1-one